N-tert-butoxycarbonyl-(R)-2-hydroxymethyl-cyclopropylamine C(C)(C)(C)OC(=O)N[C@H]1C(C1)CO